N1CCCCC12CN(CCC2)C2=C1C(=NC=C2)N(C=C1C=1N=C(SC1)C)COCC[Si](C)(C)C 2-[[4-(1,8-diazaspiro[5.5]undecan-8-yl)-3-(2-methylthiazol-4-yl)pyrrolo[2,3-b]pyridin-1-yl]methoxy]ethyl-trimethyl-silane